[Si](C1=CC=CC=C1)(C1=CC=CC=C1)(C(C)(C)C)OC1CCC(CCC1)C(CC#N)=O 3-(4-((tert-butyldiphenylsilyl)oxy)cycloheptyl)-3-oxopropionitrile